4,5-dimethyl-6-(3-(2-methyl-6,7-dihydropyrazolo[1,5-a]pyrimidin-4(5H)-yl)-7,8-dihydro-1,6-naphthyridin-6(5H)-yl)pyridazine-3-carbonitrile CC1=C(N=NC(=C1C)N1CC=2C=C(C=NC2CC1)N1C=2N(CCC1)N=C(C2)C)C#N